CC(C(C)=O)CCCC(C)=O 3-methyl-octane-2,7-dione